L-β-Homoglutamic acid hydrochloride Cl.N[C@@H](CCC(=O)O)CC(=O)O